C(C)(C)(C)C1=CC=C(NC2=CC=C(C=C2)C(C)(C)C)C=C1 4-tert-butyl-N-(4-tert-butylphenyl)aniline